C(C1=CC=CC=C1)N1S(C(C(C2=C1C=CC=C2)=O)C2=CC=C(C=C2)F)(=O)=O 1-Benzyl-3-(4-fluorophenyl)-1H-2,1-benzothiazin-4(3H)-on-2,2-dioxid